ClC1=C(C=CC(=C1)CNCCC(=O)NCCCNC1=C2C=NNC2=CC(=C1)C=1C(=NNC1)C)C1=CC=CC=C1 3-(((2-chloro-[1,1'-biphenyl]-4-yl)methyl)amino)-N-(3-((6-(3-methyl-1H-pyrazol-4-yl)-1H-indazol-4-yl)amino)propyl)propanamide